1-(4-benzyl-3-oxo-3,4-dihydro-2H-benzo[b][1,4]oxazin-7-yl)-3-(1,2,3,4-tetrahydro-naphthalen-2-yl)urea C(C1=CC=CC=C1)N1C2=C(OCC1=O)C=C(C=C2)NC(=O)NC2CC1=CC=CC=C1CC2